FC1(C(C1)(C)COC1=NN(C=C1)C(=O)OC(C)(C)C)F Tert-Butyl 3-[(2,2-difluoro-1-methyl-cyclopropyl)methoxy]pyrazole-1-carboxylate